6-{[(3S)-1-(But-2-ynoyl)-3-(2,3-dichlorophenyl)pyrrolidin-3-yl]amino}-1,3,3-trimethylindol-2-one C(C#CC)(=O)N1C[C@](CC1)(C1=C(C(=CC=C1)Cl)Cl)NC1=CC=C2C(C(N(C2=C1)C)=O)(C)C